C(CCC)OC(=O)C1CC(C1)C#C.ClC1=NC(=CN=C1)N1C[C@@H](CCC1)OC1=C(C=CC=C1)OC (R)-2-chloro-6-(3-(2-methoxyphenoxy)piperidin-1-yl)pyrazine butyl-3-ethynylcyclobutanecarboxylate